6-carbamoyl-N6-methyladenosine C(N)(=O)C1(C2=NCN([C@H]3[C@H](O)[C@H](O)[C@@H](CO)O3)C2=NC=N1)NC